bis(tertiary butylamine) tungsten dichloride [W](Cl)Cl.C(C)(C)(C)N.C(C)(C)(C)N